hexyl icosanoate C(CCCCCCCCCCCCCCCCCCC)(=O)OCCCCCC